C(=C)[Si](N[Si](C)(C)C=C)(C)C 1,3-divinyl-1,1,3,3-Tetramethyldisilazane